CN(C1=NC=2N(C=C1O[C@@H](C(C)(O)C)C)N=CC2)C |o1:9| (R*)-3-((5-(dimethylamino)pyrazolo[1,5-a]pyrimidin-6-yl)oxy)-2-methylbutan-2-ol